4-(4-(2-chloro-5-fluoropyrimidine-4-yl)-1H-pyrazole-1-yl)piperidine-1-carboxylic acid tert-butyl ester C(C)(C)(C)OC(=O)N1CCC(CC1)N1N=CC(=C1)C1=NC(=NC=C1F)Cl